2-(1,3-bis(4-fluorophenyl)-1H-pyrazol-4-yl)-3-(4-ethoxyphenethyl)-5-methyloxazolidine FC1=CC=C(C=C1)N1N=C(C(=C1)C1OC(CN1CCC1=CC=C(C=C1)OCC)C)C1=CC=C(C=C1)F